BrC1=CC=C2C(=CN(C2=C1Cl)COCC[Si](C)(C)C)C1=NC(=NC=C1C(F)(F)F)Cl 2-[[6-bromo-7-chloro-3-[2-chloro-5-(trifluoromethyl)pyrimidin-4-yl]indol-1-yl]methoxy]ethyl-trimethyl-silane